{2-[2-(amino)-ethoxy]-ethoxy}acetic acid NCCOCCOCC(=O)O